COC=1C=2C=C3N(C2C=CC1)CCN(C3)CCCCOC3=CC=C1CCC(NC1=C3)=O 7-(4-(9-methoxy-3,4-dihydropyrazino[1,2-a]indol-2(1H)-yl)butoxy)-3,4-dihydroquinolin-2(1H)-one